P(=O)(O)(O)OC[C@@H]1[C@H](C[C@@H](O1)N1C(=O)NC(=O)C(C)=C1)O thymidine-5'-monophosphate